N1=CN=CC2=C1C=COC2=O 5H-pyrano[4,3-d]pyrimidin-5-one